4-(3-isobutyl-1-(4-(trifluoromethoxy)phenyl)-1H-pyrazolo[4,3-b]pyridine-5-carbonyl)-3,3-dimethylpiperazin-2-one C(C(C)C)C1=NN(C=2C1=NC(=CC2)C(=O)N2C(C(NCC2)=O)(C)C)C2=CC=C(C=C2)OC(F)(F)F